OCC1=C2C=NN(C2=CC=C1)C(=O)OC(C)(C)C tert-butyl 4-(hydroxymethyl)-1H-indazole-1-carboxylate